C(=O)C=1C=C(C=NC1)N(C(OC(C)(C)C)=O)C tert-butyl (5-formylpyridin-3-yl)(methyl)carbamate